3-(3,5-di-tert-butyl-4-hydroxy-phenyl)-2-pyridin-2-yl-acrylonitrile C(C)(C)(C)C=1C=C(C=C(C1O)C(C)(C)C)C=C(C#N)C1=NC=CC=C1